2-(cycloheptylamino)-4-methyl-thiazol C1(CCCCCC1)NC=1SC=C(N1)C